C(C)(C)(C)OC(=O)N1CC2(C1)CC(C2)N2C(C(=C(C(=C2)C)C(=O)O)C=O)=O 1-(2-(tert-butoxycarbonyl)-2-azaspiro[3.3]heptan-6-yl)-3-formyl-5-methyl-2-oxo-1,2-dihydropyridine-4-carboxylic acid